2-((2,5-dimethylbenzo[d]thiazol-6-yl)amino)-9-(3-methoxycyclobutyl)-7-methyl-7,9-dihydro-8H-Purin-8-one CC=1SC2=C(N1)C=C(C(=C2)NC2=NC=C1N(C(N(C1=N2)C2CC(C2)OC)=O)C)C